C(#N)C=1C=CC(=NC1)N1N=CN=C1[C@H](C)NC(=O)NC1=C(C=C(C=C1)C(F)(F)F)I 1-[(1S)-1-[2-(5-cyano-2-pyridyl)-1,2,4-triazol-3-yl]ethyl]-3-[2-iodo-4-(trifluoromethyl)phenyl]urea